methyl (S)-1,3,4,6,7,11b-hexahydro-2H-pyrido[2,1-a]isoquinoline-9-carboxylate C1CCCN2[C@@H]1C1=CC=C(C=C1CC2)C(=O)OC